CN(CCS(=O)(=O)O)CCCCCCCC\C=C/CCCCCCCC.[Na].[Na] disodium methyl-oleyl-taurine